(R)-(-)-2-methyl-2-propanesulfenamide CC(C)(C)SN